NCCCC(P(=O)(O)O)(O)P(O)(O)=O (4-amino-1-hydroxy-1-phosphonobutyl)phosphonic acid